CN1N=CC(=C1C)C1=NC2=CC=CC=C2C(=C1)C(C)NC(C1=C(C=CC=C1)C)=O N-{1-[2-(1,5-dimethyl-1H-pyrazol-4-yl)quinolin-4-yl]ethyl}-2-methylbenzamide